tert-Butyl ((3S,4S)-1-(5-(3-cyano-6-(1-methyl-1H-pyrazol-4-yl)pyrazolo[1,5-a]pyrazin-4-yl)pyridin-2-yl)-4-methylpiperidin-3-yl)(methyl)carbamate C(#N)C=1C=NN2C1C(=NC(=C2)C=2C=NN(C2)C)C=2C=CC(=NC2)N2C[C@H]([C@H](CC2)C)N(C(OC(C)(C)C)=O)C